1-Acetyl-5-(benzyl)oxy-1H-indol-3-yl 2,3,4-tri-O-acetyl-β-D-glucopyranosiduronic acid C(C)(=O)O[C@H]1[C@H](OC2=CN(C3=CC=C(C=C23)OCC2=CC=CC=C2)C(C)=O)O[C@@H]([C@H]([C@@H]1OC(C)=O)OC(C)=O)C(=O)O